C1(=CC(=CC=C1)C[C@H]1[C@H](CCC2=CC=C(C(N12)=O)N(C)C)NS(=O)(=O)C)C1=CC=CC=C1 |r| rac-N-[(3S,4S)-4-[([1,1'-biphenyl]-3-yl)methyl]-7-(dimethylamino)-6-oxo-1,3,4,6-tetrahydro-2H-quinolizin-3-yl]methanesulfonamide